2-(4-(5-bromopyrimidin-2-yl)-1H-pyrazol-1-yl)ethan-1-ol BrC=1C=NC(=NC1)C=1C=NN(C1)CCO